6-(2,2-difluoro-2-(3'-(trifluoromethyl)-[1,1'-biphenyl]-3-yl)acetyl)-2-(1-phenylcyclopropyl)-3,5,6,7,8,9-hexahydro-4H-pyrimido[5,4-c]azepin-4-one FC(C(=O)N1CC2=C(CCC1)N=C(NC2=O)C2(CC2)C2=CC=CC=C2)(C=2C=C(C=CC2)C2=CC(=CC=C2)C(F)(F)F)F